ClC=1C=C(C=CC1)NC(=O)C12C(C(=NO1)C=1C=NC=CC1)C1CCC2C1 N-(3-Chlorophenyl)-3-(pyridin-3-yl)-3a,4,5,6,7,7a-hexahydro-4,7-methanobenzo[d]isoxazole-7a-carboxamide